NC1=NC(=CC=C1[N+](=O)[O-])Cl 2-amino-3-nitro-6-chloropyridine